BrC1=CC(=C(C(=C1)OC)C=1N=C2N(C=CC(=N2)C=2CC(NC(C2)(C)C)(C)C)C1)F 2-(4-bromo-2-fluoro-6-methoxyphenyl)-7-(2,2,6,6-tetramethyl-1,2,3,6-tetrahydropyridin-4-yl)imidazo[1,2-a]pyrimidine